Cl.Cl.CNC(=O)C1=NC(=C(C=C1)N1CCNCC1)C N,6-dimethyl-5-piperazin-1-yl-pyridine-2-carboxamide 2HCl